O[C@H]1C[C@H]2C[C@H]([C@H]3[C@@H]4CC[C@H]([C@@H](CCCC(C=O)C)C)[C@]4([C@H](C[C@@H]3[C@]2(CC1)C)O)C)O 3a,7a,12a-trihydroxy-5b-cholestan-26-al